(S)-6-azido-2-amino-4,5,6,7-tetrahydrobenzothiazole N(=[N+]=[N-])[C@@H]1CC2=C(N=C(S2)N)CC1